(E)-N-(4-((E)-3-(3-methoxyphenyl)acrylamido)butyl)-2-methylbut-2-enamide COC=1C=C(C=CC1)/C=C/C(=O)NCCCCNC(\C(=C\C)\C)=O